C(C)(=O)N1CCC2(C[C@@H](C(N2)=O)C[C@@H](C(=O)O)NC([C@H](CC2CCCCC2)NC(=O)C=2NC3=CC=CC=C3C2)=O)CC1 (S)-3-((S)-8-acetyl-2-oxo-1,8-diazaspiro[4.5]decan-3-yl)-2-((S)-3-cyclohexyl-2-(1H-indole-2-carboxamido)propanamido)propanoic acid